tert-butyl 4-[4-[(2R)-3-(3,4-dihydro-1H-isoquinolin-2-yl)-2-hydroxy-propyl]-1-methyl-5-oxo-2,3-dihydro-1,4-benzodiazepin-8-yl]-3,6-dihydro-2H-pyridine-1-carboxylate C1N(CCC2=CC=CC=C12)C[C@H](CN1CCN(C2=C(C1=O)C=CC(=C2)C=2CCN(CC2)C(=O)OC(C)(C)C)C)O